5-fluoro-2-methoxy-N-{[4-(tetramethyl-1,3,2-dioxaborolan-2-yl)phenyl]Methyl}benzamide FC=1C=CC(=C(C(=O)NCC2=CC=C(C=C2)B2OC(C(O2)(C)C)(C)C)C1)OC